styryl-octyl-phosphinic acid C(=CC1=CC=CC=C1)P(O)(=O)CCCCCCCC